3-azido-5-fluoro-1-(4-methylbenzenesulfonyl)indoline N(=[N+]=[N-])C1CN(C2=CC=C(C=C12)F)S(=O)(=O)C1=CC=C(C=C1)C